5-chloro-2-methyl-N-((1r,4r)-4-((2-oxo-3-(4-(trifluoromethyl)phenyl)-2,3-dihydro-1H-benzo[d]imidazol-1-yl)methyl)cyclohexyl)nicotinamide ClC=1C=NC(=C(C(=O)NC2CCC(CC2)CN2C(N(C3=C2C=CC=C3)C3=CC=C(C=C3)C(F)(F)F)=O)C1)C